Cl.NCCC1=CNC2=CC=CC=C12 tryptamine hydrochloride salt